3-(o-tolylamino)but-2-enoic acid ethyl ester C(C)OC(C=C(C)NC1=C(C=CC=C1)C)=O